4-((1-((2-fluorophenyl)amino)-1-oxopropan-2-yl)oxy)benzoic acid FC1=C(C=CC=C1)NC(C(C)OC1=CC=C(C(=O)O)C=C1)=O